C(=C)OCCN1C(NCC1)=O N-vinyloxyethylimidazolidin-2-one